FC(C=1C(=CC2=CN(N=C2C1)C1CCC(CC1)C=O)NC(C1=NC=CC=C1)=O)F N-(6-(Difluoromethyl)-2-((1r,4r)-4-formylcyclohexyl)-2H-indazol-5-yl)picolinamide